COC1=CC2=C(NC(N2)=O)C=C1[N+](=O)[O-] 5-methoxy-6-nitro-1H-benzo[d]imidazol-2(3H)-one